(R)-5-(furan-2-yl)-1-((4-hydroxy-1-(3-phenylbutyryl)piperidin-4-yl)methyl)-4-phenylpyridin-2(1H)-one O1C(=CC=C1)C=1C(=CC(N(C1)CC1(CCN(CC1)C(C[C@@H](C)C1=CC=CC=C1)=O)O)=O)C1=CC=CC=C1